oxo-1-[rac-(4r,5s)-5-[[5-(benzyloxymethyl)-4-methoxy-pyrrolo[3,2-d]pyrimidin-7-yl]-hydroxy-methyl]-2,2-dimethyl-1,3-dioxolan-4-yl]ethanol O=CC(O)[C@H]1OC(O[C@H]1C(O)C1=CN(C2=C1N=CN=C2OC)COCC2=CC=CC=C2)(C)C |r|